3-(1-(4-(trifluoromethoxy)phenyl)-1H-pyrazolo[3,4-b]pyrazin-3-yl)azetidine-1-carboxylic acid tert-butyl ester C(C)(C)(C)OC(=O)N1CC(C1)C1=NN(C2=NC=CN=C21)C2=CC=C(C=C2)OC(F)(F)F